N'-[(1E)-(2-hydroxynaphthalen-1-yl)methylene]benzoyl-hydrazine OC1=C(C2=CC=CC=C2C=C1)\C=N\NC(C1=CC=CC=C1)=O